C1NCCC2=CC(=CC=C12)CNC(O[C@H]1[C@H](NC[C@@H]1O)CC1=CC=C(C=C1)C1=CN=CS1)=O (2R,3S,4S)-4-hydroxy-2-(4-(thiazol-5-yl)benzyl)pyrrolidin-3-yl ((1,2,3,4-tetrahydroisoquinolin-6-yl)methyl)carbamate